C(C)(C)(C)C1=CC(=NN1[C@@H]1COCC1)NC=1N(C=2C(=NC=C(C2)OC=2C=C3C(=NC2)NC=C3C#N)N1)C (S)-5-((2-((5-(tert-butyl)-1-(tetrahydrofuran-3-yl)-1H-pyrazol-3-yl)amino)-1-methyl-1H-imidazo[4,5-b]pyridin-6-yl)oxy)-1H-pyrrolo[2,3-b]pyridine-3-carbonitrile